7-(1H-pyrazol-1-yl)quinolin-4-ol N1(N=CC=C1)C1=CC=C2C(=CC=NC2=C1)O